COC1N(CCC2=CC=C(C=C12)N)C methoxy-2-methyl-1,2,3,4-tetrahydroisoquinolin-7-amine